((1R)-(6-methoxyquinolin-4-yl)(((1S,4S,5R)-5-vinylquinolin-2-yl)methyl)amino)cyclobut-3-ene-1,2-dione COC=1C=C2C(=CC=NC2=CC1)N(CC1=NC2=CC=CC(=C2C=C1)C=C)C=1C(C(C1)=O)=O